4-(4-(2-(3-methylbenzylidene)hydrazinyl)-1-(Pyridin-4-yl)-1H-pyrazolo[3,4-d]pyrimidin-6-yl)morpholine CC=1C=C(C=NNC2=C3C(=NC(=N2)N2CCOCC2)N(N=C3)C3=CC=NC=C3)C=CC1